3,4-dihydroxybenzonitrile lithium [Li].OC=1C=C(C#N)C=CC1O